C(N)(OCCN(CC=1OC(OC1C)=O)C)=O [2-[methyl-[(5-methyl-2-oxo-1,3-dioxol-4-yl)methyl] amino] ethyl] carbamate